7-fluoro-4-((2-(3-hydroxy-3-methyl-2-oxoindolin-1-yl)pyridin-4-yl)methyl)phthalazin-1(2H)-one FC1=CC=C2C(=NNC(C2=C1)=O)CC1=CC(=NC=C1)N1C(C(C2=CC=CC=C12)(C)O)=O